[N+](=O)([O-])C1=CC=C(C=C1)N1CCN(CC1)CC1CCC2(CCN(CC2)C(=O)OC(C)(C)C)CC1 tert-butyl 9-[[4-(4-nitrophenyl) piperazin-1-yl] methyl]-3-azaspiro[5.5]undecane-3-carboxylate